N-(2-(4-Cyanothiazolidin-3-yl)-2-oxoethyl)-6-((2-methyl-2H-1,2,3-triazol-4-yl)methyl)quinoline-4-carboxamide C(#N)C1N(CSC1)C(CNC(=O)C1=CC=NC2=CC=C(C=C12)CC1=NN(N=C1)C)=O